C1(C(CCCC1)C(=O)OCCCCCCCCCC)C(=O)OCCCCCCCCCC didecyl cyclohexane-1,2-dicarboxylate